2-(6-chloro-1-(cyclopropylmethyl)-1H-pyrrolo[2,3-b]pyridin-2-yl)-6-(ethoxycarbonyl)pyrazolo[1,5-a]pyridine-3-carboxylic acid ClC1=CC=C2C(=N1)N(C(=C2)C2=NN1C(C=CC(=C1)C(=O)OCC)=C2C(=O)O)CC2CC2